5-bromo-7-((1-methyl-1H-imidazol-5-yl)methoxy)benzofuran-3-carboxylic acid ethyl ester C(C)OC(=O)C1=COC2=C1C=C(C=C2OCC2=CN=CN2C)Br